C(C)(=O)[O-].C1(=CC=CC=C1)C=1N=CC(=NC1C1=CC=CC=C1)N(CCCCO[Ca+])C(C)C {4-[(5,6-diphenylpyrazin-2-yl)(propan-2-yl)amino]butoxy}calcium acetate